tert-butyl (7-bromobenzo[d]isoxazol-3-yl)carbamate BrC1=CC=CC=2C(=NOC21)NC(OC(C)(C)C)=O